C(C)(C)(C)OC(=O)NCCC[N+](CCCC(=O)O)(CC(=O)OC(C)(C)C)CCCNC(=O)OC(C)(C)C bis[3-(tert-butoxycarbonylamino)propyl]-(2-tert-butoxy-2-oxo-ethyl)-(3-carboxypropyl)ammonium